2-(2,6-dioxopiperidin-3-yl)-5-(methyl((1R,2S)-2-((pyridin-3-ylmethyl)amino)cyclohexyl)amino)isoindoline-1,3-dione O=C1NC(CCC1N1C(C2=CC=C(C=C2C1=O)N([C@H]1[C@H](CCCC1)NCC=1C=NC=CC1)C)=O)=O